4-(bromoacetyl)pyridine hydrobromide Br.BrCC(=O)C1=CC=NC=C1